COC1=CC=C(C=C1)SC1=CC=C(C=C1)OC bis{4-methoxyphenyl} sulfide